ClC1=C(C(=O)N2N=C(C=C2NCC=2SC(=CC2)Cl)C2CN(C2)C(=O)N2CCNCC2)C=CC=C1 1-(2-Chlorobenzoyl)-N-[(5-chlorothiophen-2-yl)methyl]-3-[1-(piperazin-1-carbonyl)azetidin-3-yl]-1H-pyrazol-5-amin